(S)-2-(4-bromo-2-fluorophenyl)-1-(4-((5R,7R)-7-hydroxy-5-methyl-6,7-dihydro-5H-cyclopenta[d]pyrimidin-4-yl)piperazin-1-yl)-3-(tetrahydro-2H-pyran-4-ylamino)propan-1-one BrC1=CC(=C(C=C1)[C@H](C(=O)N1CCN(CC1)C=1C2=C(N=CN1)[C@@H](C[C@H]2C)O)CNC2CCOCC2)F